C(C)(=O)OS(N)(=O)=O sulfamoyl acetate